FC1=C(C=C(O[C@@H](C(=O)Cl)CC)C=C1)C(F)(F)F |r| racemic-2-(4-fluoro-3-(trifluoromethyl)phenoxy)butyryl chloride